NC=1C2=C(N=CN1)N(C(=C2C2=CC=C(C=C2)OC2=CC=CC=C2)C#CC2CC1(CN(C1)C(C=C)=O)C2)C(C)C 1-(6-((4-amino-7-isopropyl-5-(4-phenoxyphenyl)-7H-pyrrolo[2,3-d]pyrimidin-6-yl)ethynyl)-2-azaspiro[3.3]heptan-2-yl)prop-2-en-1-one